tert-butyl 3-[(3-bromo-2-pyridyl)amino]azetidine-1-carboxylate BrC=1C(=NC=CC1)NC1CN(C1)C(=O)OC(C)(C)C